BrC=1C=C(C=CC1)C(C=1N(C=2CC(CC(C2C1)=O)(C)C)C1=CC=CC=C1)C1=CNC2=CC=CC=C12 2-((3-bromophenyl)(1H-indol-3-yl)methyl)-6,6-dimethyl-1-phenyl-1,5,6,7-tetrahydro-4H-indol-4-one